N-(3-(4-fluoro-2-methoxyphenyl)-1H-pyrazol-4-yl)pyrazolo[1,5-a]pyrimidine-3-carboxamide FC1=CC(=C(C=C1)C1=NNC=C1NC(=O)C=1C=NN2C1N=CC=C2)OC